2-((4-amino-3-(3-fluoro-5-methoxyphenyl)-1H-pyrazolo[3,4-d]pyrimidin-1-yl)methyl)-6-fluoro-3-(3-fluorophenyl)-4H-chromen-4-one NC1=C2C(=NC=N1)N(N=C2C2=CC(=CC(=C2)OC)F)CC=2OC1=CC=C(C=C1C(C2C2=CC(=CC=C2)F)=O)F